FC1=NC=CC(=N1)O 2-fluoro-pyrimidin-4-ol